OC1=C(CN2CCN(CCNCCN(CC2)CC(=O)O)CC(=O)O)C=CC=C1C 2,2'-(4-(2-hydroxy-3-methylbenzyl)-1,4,7,10-tetraazacyclododecane-1,7-diyl)diacetic acid